3-(2-bornyloxy)2-methyl-1-propanol C12(C(CC(CC1)C2(C)C)OCC(CO)C)C